FC(C1C(NCCC1)C(=O)O)(F)F 3-(trifluoromethyl)piperidine-2-carboxylic acid